N[C@@H]1C[C@@H]2N(C(CCN(C2=O)[C@@H](C(=O)NCC2=CC(=C(C=C2)Cl)Cl)CCC2=NN=NN2)CCC2=CC=CC=C2)C1 (2R)-2-((8R,9aS)-8-amino-1-oxo-5-phenethylhexahydro-1H-pyrrolo[1,2-a][1,4]diazepin-2(3H)-yl)-N-(3,4-dichlorobenzyl)-4-(1H-tetrazol-5-yl)butanamide